3-[[2-[2-(pyridin-2-yldithio)ethyl]phenyl]methyl]triazolo[4,5-d]pyrimidine N1=C(C=CC=C1)SSCCC1=C(C=CC=C1)CN1N=NC2=C1N=CN=C2